C(C1=CC=CC=C1)N1[C@@H](COCC1)COC(C)C (S)-4-benzyl-3-(isopropoxymethyl)morpholine